N[C@H](C(=O)N1[C@@H]2[C@@H](CC1)[C@H](NC2)CCCCB(O)O)C (3aS,4R,6aR)-1-((S)-2-aminopropanoyl)-4-(4-boronobutyl)octahydropyrrolo[3,4-b]pyrrole